N=1N=CN2C1C=C(C=C2)C=2C(=C1CCCC1=CC2)NC(=O)NS(=O)(=O)C=2SC=C(C2)C(C)(C)O N-((5-([1,2,4]triazolo[4,3-a]pyridin-7-yl)-2,3-dihydro-1H-inden-4-yl)carbamoyl)-4-(2-hydroxypropan-2-yl)thiophene-2-sulfonamide